FC=1C=CC2=C(C=N[Se]2)C1 5-fluorobenzo[d][1,2]selenazol